(E)-6-(1-(1-(1-(4-(dimethylamino)but-2-enoyl)-3-fluoroazetidine-3-carbonyl)piperidin-4-yl)-5-ethyl-1H-pyrazol-4-yl)-4-methoxypyrazolo[1,5-a]pyridine-3-carbonitrile CN(C/C=C/C(=O)N1CC(C1)(C(=O)N1CCC(CC1)N1N=CC(=C1CC)C=1C=C(C=2N(C1)N=CC2C#N)OC)F)C